ClC=1N=C2C(=NC1NCC1=CC=C(C=C1)OC)N(C(=N2)C2=NC(=CC=C2)OCC)C2=C(C=CC=C2OC)OC chloro-1-(2,6-dimethoxyphenyl)-2-(6-ethoxypyridin-2-yl)-N-(4-methoxybenzyl)-1H-imidazo[4,5-b]pyrazin-6-amine